Benzyl N-[3-[(3-iodo-1-tetrahydropyran-2-yl-indazol-5-yl)-(2-nitrophenyl)sulfonyl-amino]propyl]carbamate IC1=NN(C2=CC=C(C=C12)N(CCCNC(OCC1=CC=CC=C1)=O)S(=O)(=O)C1=C(C=CC=C1)[N+](=O)[O-])C1OCCCC1